1-cyclopropyl-5-ethynyl-1,3-benzodiazole C1(CC1)N1C=NC2=C1C=CC(=C2)C#C